C1(CC1)CN1C(=CC2=CC=C(C=C12)C(C)C)C1=NC=2C(=CC=3CCN(C(C3C2)=O)C[C@@H](C)NC(OC(C)(C)C)=O)N1C tert-butyl (R)-(1-(2-(1-(cyclopropylmethyl)-6-isopropyl-1H-indol-2-yl)-1-methyl-5-oxo-1,5,7,8-tetrahydro-6H-imidazo[4,5-g]isoquinolin-6-yl)propan-2-yl)carbamate